1-(tert-butyl) 4-ethyl 5-hydroxy-1H-pyrazole-1,4-dicarboxylate OC1=C(C=NN1C(=O)OC(C)(C)C)C(=O)OCC